(S)-4-(pentan-3-yl)oxazolidine-2,5-dione CCC(CC)[C@@H]1NC(OC1=O)=O